C(CCC)(N)N 1,1-butanediamine